N-benzyl-1-((1r,4r)-4-(4-hydroxy-3-methyl-4,7-dihydro-3H-pyrrolo[3',2':5,6]pyrido[3,4-d][1,2,3]diazaborinin-1-yl)cyclohexyl)-N-methylmethanesulfonamide C(C1=CC=CC=C1)N(S(=O)(=O)CC1CCC(CC1)C=1C2=C(B(N(N1)C)O)C=NC1=C2C=CN1)C